tert-Butyl 4-(2-((8-methoxy-8-oxooctyl)(nonyl)amino)ethyl)piperidine-1-carboxylate COC(CCCCCCCN(CCC1CCN(CC1)C(=O)OC(C)(C)C)CCCCCCCCC)=O